Dimethyl-aluminum chloride C[Al](C)Cl